Tert-butyl 4-((7-bromo-2-butyl-4-(tert-butylamino)-1H-imidazo[4,5-d]thieno[3,2-b]pyridin-1-yl)methyl)piperidine-1-carboxylate BrC1=CC2=NC(=C3C(=C2S1)N(C(=N3)CCCC)CC3CCN(CC3)C(=O)OC(C)(C)C)NC(C)(C)C